ClC1=CC=C(C=C1)C1=C(CCC(C1)(C)C)CN1CCN(CC1)CC=1C=C2CN(C(C2=CC1)=O)C1C(NC(CC1)=O)=O 3-(5-((4-((4'-chloro-5,5-dimethyl-3,4,5,6-tetrahydro-[1,1'-biphenyl]-2-yl)methyl)piperazin-1-yl)methyl)-1-oxoisoindolin-2-yl)piperidine-2,6-dione